N-(4-([1,2,4]triazolo[1,5-a]pyridin-7-yloxy)-2-methoxy-5-methylphenyl)-5-fluoro-7-methoxyquinazolin-4-amine N=1C=NN2C1C=C(C=C2)OC2=CC(=C(C=C2C)NC2=NC=NC1=CC(=CC(=C21)F)OC)OC